6-(3-(2-hydroxybutyl)ureido)-2,3-dimethylquinoline-4-carboxamide OC(CNC(NC=1C=C2C(=C(C(=NC2=CC1)C)C)C(=O)N)=O)CC